BrC1=CC=C(C(=N1)C=1N=NNN1)Cl 6-bromo-3-chloro-2-(2H-tetrazol-5-yl)pyridine